(7R,14R)-11-(2-{cis-1-Amino-3-[hydroxy(dideutero)methyl]-3-methylcyclobutyl}-pyrimidin-5-yl)-1-(difluoromethoxy)-6,7-dihydro-7,14-methanobenzimidazo[1,2-b][2,5]-benzodiazocin NC1(CC(C1)(C)C([2H])([2H])O)C1=NC=C(C=N1)C=1C=CC2=C(C1)N1C3=C4C(=CN[C@@H](C1=N2)C3)C=CC=C4OC(F)F